3-(2-(((S)-6,6-dimethylpiperidin-3-yl)amino)-5-(trifluoromethyl)pyrimidin-4-yl)-1H-indole CC1(CC[C@@H](CN1)NC1=NC=C(C(=N1)C1=CNC2=CC=CC=C12)C(F)(F)F)C